(2,5-dimethyl-4-oxofuran-3-yl) acetate C(C)(=O)OC1=C(OC(C1=O)C)C